N6-(benzyloxycarbonyl)-N2-methyl-L-lysine C(C1=CC=CC=C1)OC(=O)NCCCC[C@H](NC)C(=O)O